C12COCC(CC1)N2C=2SC(=C(N2)C=2C(=C(C=CC2)C2N(CC1=C(C=CC=C21)OC)S(=O)(=O)N)F)C2=NC(=NC=C2)S(=O)(=O)C (3-(2-(3-oxa-8-azabicyclo[3.2.1]oct-8-yl)-5-(2-(methylsulfonyl)pyrimidin-4-yl)-thiazol-4-yl)-2-fluorophenyl)-4-methoxyisoindoline-2-sulfonamide